N,N,2-trimethyl-quinoline-6-amine CN(C=1C=C2C=CC(=NC2=CC1)C)C